CC1=C(C(=CC=C1)C)OC1=CC=C(C=N1)N1C(N[C@@H](C1=O)C)=O (5R)-3-{6-[(2,6-dimethylphenyl)oxy]-3-pyridinyl}-5-methyl-2,4-imidazolidinedione